tert-Butyl 2-(2-(3-(4-bromo-6-chloro-1-(tetrahydro-2H-pyran-2-yl)-1H-indazol-5-yl)propyl)oxazol-4-yl)-2-methylmorpholine-4-carboxylate BrC1=C2C=NN(C2=CC(=C1CCCC=1OC=C(N1)C1(CN(CCO1)C(=O)OC(C)(C)C)C)Cl)C1OCCCC1